C(C)N(C(=O)C1=C(C=CC(=C1)F)C=1C=2N(C=C(C1)C1CN(CC1)C(=O)OC(C)(C)C)C=NC2)C(C)C Tert-butyl 3-(8-{2-[ethyl(isopropyl)carbamoyl]-4-fluorophenyl}imidazo[1,5-a]pyridin-6-yl)pyrrolidine-1-carboxylate